((2S,4S)-2-(2-methylpyridin-4-yl)tetrahydro-2H-pyran-4-yl)zinc(II) bromide [Br-].CC1=NC=CC(=C1)[C@H]1OCC[C@@H](C1)[Zn+]